NC1=NC=2C(=CC=CC2C=2N1N=C(N2)C2C(C2)C=2C=NC(=NC2)NCCO)OC 2-({5-[2-(5-amino-7-methoxy[1,2,4]triazolo[1,5-c]quinazolin-2-yl)cyclopropyl]pyrimidin-2-yl}amino)ethan-1-ol